N-((1,6-dimethyl-1H-benzimidazol-7-yl)methyl)-3-fluoro-4-methoxybenzamide CN1C=NC2=C1C(=C(C=C2)C)CNC(C2=CC(=C(C=C2)OC)F)=O